2-{4-[5-chloro-2-(4-chloro-1H-1,2,3-triazol-1-yl)phenyl]-5-methoxy-2-oxopyridin-1(2H)-yl}-N-[2-(trifluoromethyl)quinoxalin-6-yl]butanamide ClC=1C=CC(=C(C1)C1=CC(N(C=C1OC)C(C(=O)NC=1C=C2N=CC(=NC2=CC1)C(F)(F)F)CC)=O)N1N=NC(=C1)Cl